COC1(C(C=CC=C1)OC)O 2-methoxy-(Guaiacol)